(2S)-3,3,3-trifluoro-2-hydroxy-2-methyl-1-(6-(3-methyl-1H-pyrrolo[2,3-b]pyridine-5-yl)-8-(morpholin-3-yl)-3,4-dihydroisoquinolin-2(1H)-yl)propan-1-one FC([C@@](C(=O)N1CC2=C(C=C(C=C2CC1)C=1C=C2C(=NC1)NC=C2C)C2NCCOC2)(C)O)(F)F